C(C)N(C(C(C(C(C(C(C(C(F)(F)F)(F)F)(F)F)(F)F)(F)F)(F)F)(F)F)=O)CCO N-ethyl-N-hydroxyethyl-perfluorooctanamide